4-(2-(4-Amino-1,2,5-oxadiazol-3-yl)-1-ethyl-7-{[(3S)-3-piperidinylmethyl]oxy}-1H-imidazo[4,5-c]pyridin-4-yl)-2-methyl-3-butyn-2-ol NC=1C(=NON1)C=1N(C2=C(C(=NC=C2OC[C@@H]2CNCCC2)C#CC(C)(O)C)N1)CC